Ethyl 7-amino-1-(2-tert-butoxy-2-oxo-ethyl)indole-2-carboxylate NC=1C=CC=C2C=C(N(C12)CC(=O)OC(C)(C)C)C(=O)OCC